C1(CCCCC1)C[C@@H](C(=O)N[C@H](CO)C[C@H]1C(NCC1)=O)NC(OC(C(C)(C)C1=CC(=CC=C1)Cl)C1=C(C=CC=C1)Cl)=O 1-(2-chlorophenyl)-2-(3-chlorophenyl)-2-methylpropyl ((S)-3-cyclohexyl-1-(((S)-1-hydroxy-3-((S)-2-oxopyrrolidin-3-yl)propan-2-yl)amino)-1-oxopropan-2-yl)carbamate